C1(=CC=C(C=C1)CNC(=O)C=1C=NN(C1)C1=NC=C(C(=O)OCC)C(=C1)OC)C1=CC=CC=C1 Ethyl 6-(4-(([1,1'-Biphenyl]-4-ylmethyl)carbamoyl)-1H-pyrazol-1-yl)-4-methoxynicotinate